N-(1,3-Difluoro-2-methylpropan-2-yl)-3-{3-fluoro-4-[(7-methoxy-6-{[1-(prop-2-enoyl)piperidin-4-yl]oxy}quinazolin-4-yl)amino]phenoxy}-1H-pyrazole-1-carboxamide FCC(CF)(C)NC(=O)N1N=C(C=C1)OC1=CC(=C(C=C1)NC1=NC=NC2=CC(=C(C=C12)OC1CCN(CC1)C(C=C)=O)OC)F